3,3-bis(p-dibutylaminophenyl)phthalide C(CCC)N(C1=CC=C(C=C1)C1(OC(=O)C2=CC=CC=C12)C1=CC=C(C=C1)N(CCCC)CCCC)CCCC